5-[bis[(4-methoxyphenyl)methyl]amino]-6-methyl-1-(2-trimethylsilylethoxymethyl)pyrrolo[3,2-b]pyridine-2-carbaldehyde COC1=CC=C(C=C1)CN(C1=C(C=C2C(=N1)C=C(N2COCC[Si](C)(C)C)C=O)C)CC2=CC=C(C=C2)OC